5-chloro-3-aminopyridine ClC=1C=C(C=NC1)N